carbamic acid borate B(O)(O)O.C(N)(O)=O